BrC1=CC=C(C=C1)NNC(C1=CC=C(C=C1)C1=NOC(=N1)C(F)(F)F)=O N'-(4-bromo-phenyl)-4-[5-(trifluoromethyl)-1,2,4-oxadiazol-3-yl]benzoyl-hydrazine